(1S)-1'-[7-(3-chloro-2-methyl-4-pyridyl)-6-methyl-pyrazolo[1,5-a]pyrazin-4-yl]-6-methoxy-spiro[indane-2,4'-piperidine]-1-amine hydrochloride Cl.ClC=1C(=NC=CC1C1=C(N=C(C=2N1N=CC2)N2CCC1(CC2)[C@@H](C2=CC(=CC=C2C1)OC)N)C)C